C1(CCC1)C(=O)N 1-cyclobutanecarboxamide